2-Methylen-1,3-dioxan C=C1OCCCO1